C(C)(C)C=1C=C(C=CC1)C([C@H](C)NC([C@H](C)N1C(OC2=C(C1=O)N=CC=C2OC)=O)=O)C2=CC(=CC=C2)C(C)C (S)-N-((S)-1,1-bis(3-isopropylphenyl)propan-2-yl)-2-(8-methoxy-2,4-dioxo-2H-pyrido[2,3-e][1,3]oxazin-3(4H)-yl)propanamide